COC=1C=CC(=NC1)C#CC1=C2C=C(N=CC2=C(N=C1)NC)NC(=O)C1CC1 N-(5-((5-methoxypyridin-2-yl)ethynyl)-8-(methylamino)-2,7-naphthyridin-3-yl)cyclopropanecarboxamide